FC(C(=O)O)(F)F.FC(C(=O)O)(F)F.FC(CCCCN1CCNCC1)(F)F 1-(5,5,5-trifluoropentyl)piperazine di-trifluoroacetate